6-(tert-butyl) 2-methyl 7,8-dihydropyrrolo[2,3-e]indole-2,6(1H)-dicarboxylate N1C(=CC=2C1=C1CCN(C1=CC2)C(=O)OC(C)(C)C)C(=O)OC